α-D-Glucopyranosyl-(1→3)-α-D-glucopyranosyl-(1→6)-D-glucose [C@H]1([C@H](O)[C@@H](O)[C@H](O)[C@H](O1)CO)O[C@@H]1[C@H]([C@H](O[C@@H]([C@H]1O)CO)OC[C@H]([C@H]([C@@H]([C@H](C=O)O)O)O)O)O